FC(C1=NC(=NC(=N1)C(F)(F)F)N1[C@H](C=2NC3=CC=C(C=C3C2CC1)OC)C[C@H]1COCCC1)(F)F (1S)-2-[4,6-bis(trifluoromethyl)-1,3,5-triazin-2-yl]-6-methoxy-1-{[(3S)-oxan-3-yl]methyl}-2,3,4,9-tetrahydro-1H-pyrido[3,4-b]indole